C(C1=NC2=CC=CC=C2C=C1)(=O)[O-] quinaldate